(Z)-3-fluoro-4-tosylbut-2-en-1-amine F\C(=C/CN)\CS(=O)(=O)C1=CC=C(C)C=C1